C(C)(C)(C)OC(=O)N1C[C@@H]2N(C3=CC=C(C=C3N(C2)S(=O)(=O)C2=CC(=CC=C2)C(F)(F)F)C2=CC(=CC(=C2)F)OC(F)F)CC1 (S)-8-(3-(difluoromethoxy)-5-fluorophenyl)-6-(3-(trifluoromethyl)phenylsulfonyl)-4,4a,5,6-tetrahydro-1H-pyrazino[1,2-a]quinoxaline-3(2H)-carboxylic acid tert-butyl ester